ClN1CCC(CC1)C(=O)OC methyl 1-chloropiperidine-4-carboxylate